OC1=NC=C(C(=O)N2C3CN(CC2C3)C(=O)OC(C)(C)C)C=C1 tert-butyl 6-(6-hydroxynicotinoyl)-3,6-diazabicyclo[3.1.1]heptane-3-carboxylate